(E)-2-(2-fluoropyrimidin-5-yl)-3-(3-(3-(pentafluorosulfanyl)-5-(trifluoromethyl)phenyl)-1H-1,2,4-triazol-1-yl)acrylamide FC1=NC=C(C=N1)/C(/C(=O)N)=C\N1N=C(N=C1)C1=CC(=CC(=C1)C(F)(F)F)S(F)(F)(F)(F)F